C12CNCC(CC1)N2C2=CC=C(CC1=NC=C3N=C(N(C3=N1)C1CCCC1)NC1=CC=CC=C1)C=C2 2-(4-(3,8-Diazabicyclo[3.2.1]octane-8-yl)benzyl)-9-cyclopentyl-N-phenyl-9H-purin-8-amine